FC=1C=C(C=CC1)C=1C=C2C=CN=C(C2=CN1)NCC1=CC=C(C=C1)C1=CC(=NC=C1)C(F)(F)F 6-(3-fluorophenyl)-N-(4-(2-(trifluoromethyl)pyridin-4-yl)benzyl)-2,7-naphthyridin-1-amine